CN(C)CCC N,N-dimethyl-aminopropane